C(#N)C=1C=C(C(=O)NS(=O)(=O)C)C=CC1N1N=C(C2=CC(=CC=C12)F)C1=CC(=CC=C1)C#N 3-cyano-4-(3-(3-cyanophenyl)-5-fluoro-1H-indazol-1-yl)-N-(methylsulfonyl)benzamide